BrC1=C(C(=CC=C1O)C)NC(=O)C1=CN=C(S1)NC1=NN(C=C1C)CC#N N-(2-Bromo-3-hydroxy-6-methylphenyl)-2-((1-(cyanomethyl)-4-methyl-1H-pyrazol-3-yl)amino)thiazole-5-carboxamide